N1(C=NC=C1)C=1C=CC(=C(C1)O)C=1N=NC(=CN1)N([C@@H]1CNCC1)C (S)-5-(1H-imidazol-1-yl)-2-(6-(methyl(pyrrolidin-3-yl)amino)-1,2,4-triazin-3-yl)phenol